N1=CC(=CC2=CC=CC=C12)COC1=NC=CC(=C1)C1=NOC(=N1)C(F)(F)F 3-(2-(quinolin-3-ylmethoxy)pyridin-4-yl)-5-(trifluoromethyl)-1,2,4-oxadiazole